CN1CCN(CC1)C=1C=C2CN(CC2=CC1)C1=NC=CC(=N1)C1=NC=CC(=N1)/C=C/C1=CC(=NC=C1)N 4-[(E)-2-[2-[2-[5-(4-Methylpiperazin-1-yl)isoindolin-2-yl]pyrimidin-4-yl]pyrimidin-4-yl]vinyl]pyridin-2-amine